OCCC=1C=C(C=CC1)C=1C=C2C(=CNC2=CC1)NC(=O)NC1=CC=C(C=C1)C(F)(F)F 1-(5-(3-(2-hydroxyethyl)phenyl)-1H-indol-3-yl)-3-(4-(trifluoromethyl)phenyl)urea